tert-butyl ((8R,9aS)-2-((S)-1-((3,4-dichlorobenzyl)amino)-3-((2-hydroxyphenyl)thio)-1-oxopropan-2-yl)-1-oxo-5-phenethyloctahydro-1H-pyrrolo[1,2-a][1,4]diazepin-8-yl)carbamate ClC=1C=C(CNC([C@@H](CSC2=C(C=CC=C2)O)N2C([C@H]3N(C(CC2)CCC2=CC=CC=C2)C[C@@H](C3)NC(OC(C)(C)C)=O)=O)=O)C=CC1Cl